OCC1=C(C=C(CNCCCC(=O)NN)C=C1)[N+](=O)[O-] 4-((4-(hydroxymethyl)-3-nitrobenzyl)amino)butanoyl-hydrazine